C(C)N(C1=CC=C2C=C(C(OC2=C1)=O)C(=O)C1=CSC=C1)CC 7-diethylamino-3-thienoylcoumarin